1-(3-Chloro-6-(4-((3,3-difluoropiperidin-4-yl)methyl)piperazine-1-carbonyl)-2-methylpyridin-4-yl)dihydropyrimidine-2,4(1H,3H)-dione ClC=1C(=NC(=CC1N1C(NC(CC1)=O)=O)C(=O)N1CCN(CC1)CC1C(CNCC1)(F)F)C